C(C)N(C(C1=C(C=CC(=C1)F)OC=1C(=NC=NC1)N1CC2(C1)CCN(CC2)CC2(CCC1(OCCO1)CC2)O)=O)C(C)C N-ethyl-5-fluoro-2-({4-[7-({8-hydroxy-1,4-dioxaspiro[4.5]decan-8-yl}methyl)-2,7-diazaspiro[3.5]nonan-2-yl]pyrimidin-5-yl}oxy)-N-isopropylbenzamide